1-(3-Chlorophenyl)-6-(3-iodophenyl)-7-oxo-4,5,6,7-tetrahydro-1H-pyrazolo[3,4-c]pyridine-3-carboxylic acid ClC=1C=C(C=CC1)N1N=C(C2=C1C(N(CC2)C2=CC(=CC=C2)I)=O)C(=O)O